C(C)(C)NC(C(CCCC)N1C(=NC2=C1C=CC=C2)C2=CC(=CC=C2)C#N)=O 2-[2-(3-cyano-phenyl)-benzimidazol-1-yl]-hexanoic acid isopropylamide